(5-(6,7-dimethoxyquinazolin-4-yl)pentyl)phosphonic acid COC=1C=C2C(=NC=NC2=CC1OC)CCCCCP(O)(O)=O